(10R,14S)-14-amino-10-methyl-3,8-diazatricyclo[13.3.1.02,7]nonadeca-1(19),2(7),3,5,15,17-hexaen-9-one N[C@H]1CCC[C@H](C(NC=2C=CC=NC2C=2C=CC=C1C2)=O)C